2,2'-((2,3-dimethoxy-5-methyl-1,4-phenylene)bis(oxy))bis(tetrahydro-2H-pyran) COC1=C(C=C(C(=C1OC)OC1OCCCC1)C)OC1OCCCC1